O=C1NC(CCC1N1C(C2=CC=CC(=C2C1=O)OCCCCCCCCNC(OC(C)(C)C)=O)=O)=O tert-Butyl (8-((2-(2,6-dioxopiperidin-3-yl)-1,3-dioxoisoindolin-4-yl)oxy)octyl)carbamate